Ethyl 2-(1-acetyl-6-(6-methylpyridin-2-yl)-2,3-dihydro-1H-imidazo[1,2-a]imidazol-2-yl)acetate C(C)(=O)N1C=2N(CC1CC(=O)OCC)C=C(N2)C2=NC(=CC=C2)C